C1=CC=CC=2C3=CC=CC=C3C(C12)COC(=O)NC(C(=O)[O-])CC(=O)NCC(CO)O ((((9H-fluoren-9-yl) methoxy) carbonyl) amino)-4-((2,3-dihydroxypropyl) amino)-4-oxobutanoate